6-benzyl-3-chloro-5H-indeno[1,2-c]isoquinoline-5,11(6H)-dione C(C1=CC=CC=C1)N1C(C2=CC(=CC=C2C2=C1C=1C=CC=CC1C2=O)Cl)=O